N-(3-(2-ethoxyethoxy)phenyl)-3-formyl-4-hydroxy-5-methoxybenzamide C(C)OCCOC=1C=C(C=CC1)NC(C1=CC(=C(C(=C1)OC)O)C=O)=O